Ethyl 3-(1,4-dimethyl-1H-benzotriazol-5-yl)-3-(7-{[(2R)-2-ethyl-7-hydroxy-2,3-dihydropyrido[2,3-f][1,4]oxazepin-4(5H)-yl]methyl}-1-benzothiophen-5-yl)propanoate CN1N=NC2=C1C=CC(=C2C)C(CC(=O)OCC)C=2C=C(C1=C(C=CS1)C2)CN2C[C@H](OC1=C(C2)N=C(C=C1)O)CC